BrC1=CC=CC=2N(C(NC21)=O)C2CCC(CC2)C(=O)NC2=CC(=C(C=C2)O)Cl 4-(4-bromo-2-oxo-2,3-dihydro-1H-1,3-benzodiazol-1-yl)-N-(3-chloro-4-hydroxyphenyl)cyclohexane-1-carboxamide